C(=C)[Si](OC(C)C)(OC(C)C)C vinyl-methyl-bis(isopropoxy)silane